Cl.Cl.C1CC12NCCN(C2)C=2N=NC(=CN2)C2=C(C=C(C=C2)C=2C=NNC2)O 2-[3-(4,7-diazaspiro[2.5]oct-7-yl)-1,2,4-triazin-6-yl]-5-(1H-pyrazol-4-yl)phenol dihydrochloride